2-(cis-3-((4-ethoxy-5-(pyrazolo[1,5-a]pyridin-5-yl)pyrrolo[2,1-f][1,2,4]triazin-2-yl)amino)cyclobutoxy)ethan-1-ol C(C)OC1=NC(=NN2C1=C(C=C2)C2=CC=1N(C=C2)N=CC1)N[C@H]1C[C@H](C1)OCCO